COC(=O)COC1=CC=CC2=CC3=CC=CC=C3C=C12 methoxycarbonyl(methyleneoxy)anthracene